trisulfanyl-s-triazine trisodium salt [Na].[Na].[Na].S(SS)C1=NC=NC=N1